COC(\C=C\CN(C)CCCCN1C2=C(CCC3=C1C=CC=C3)C=CC(=C2)Cl)=O.NCCNCCCCCCCCCCC[Si](OC)(OC)OC N-(2-aminoethyl)-11-aminoundecyltrimethoxysilane methyl-(E)-4-[4-(3-chloro-10,11-dihydro-5H-dibenzo[b,f]azepin-5-yl)butyl-methyl-amino]but-2-enoate